COCOC1=NN(C=C1[N+](=O)[O-])C1CCOCC1 3-(methoxymethoxy)-4-nitro-1-(tetrahydro-2H-pyran-4-yl)-1H-pyrazole